2'-chloro-5'-methoxy-6-methyl-N-(5-((3-methyloxetan-3-yl)oxy)-1,3,4-thiadiazol-2-yl)-(4,4'-bipyridine)-3-carboxamide ClC1=NC=C(C(=C1)C1=C(C=NC(=C1)C)C(=O)NC=1SC(=NN1)OC1(COC1)C)OC